C(C)(C)C1=C(NC2=CC=C(C=C12)C1CCN(CC1)CC=1N=NN(C1)C)C=1C(=C(C=2N(C1)C=NN2)C)C 6-(3-Isopropyl-5-(1-((1-methyl-1H-1,2,3-triazol-4-yl)methyl)piperidin-4-yl)-1H-indol-2-yl)-7,8-dimethyl-[1,2,4]triazolo[4,3-a]pyridin